ClC=1C=CC2=C(C(=N[C@H](C=3N2C(=NN3)SC=3N=CN(C3)C)CCC(=O)OC)C3=C(C=CC=C3)Cl)C1 methyl (S)-3-(8-chloro-6-(2-chlorophenyl)-1-((1-methyl-1H-imidazol-4-yl)thio)-4H-benzo[f][1,2,4]triazolo[4,3-a][1,4]diazepin-4-yl)propionate